N[C@H](CO)C(C([2H])([2H])[2H])(C([2H])([2H])[2H])C (S)-2-amino-3-methyl-3-(methyl-d3)butane-4,4,4-d3-1-ol